ClC=1N=C2C(=C(C(N(C2=CC1)C)=O)C#N)N1CCN(CC1)CC1=C(C=CC2=CC=CC=C12)O 6-chloro-4-{4-[(2-hydroxynaphthalen-1-yl)methyl]piperazin-1-yl}-1-methyl-2-oxo-1,2-dihydro-1,5-naphthyridine-3-carbonitrile